2-[(3-{6-[(4-chloro-2-fluorophenoxy)methyl]-3-fluoropyridin-2-yl}pyrrolidin-1-yl)methyl]-1-{[(2S)-oxetan-2-yl]methyl}-1H-1,3-benzodiazole-6-carboxylic acid ClC1=CC(=C(OCC2=CC=C(C(=N2)C2CN(CC2)CC2=NC3=C(N2C[C@H]2OCC2)C=C(C=C3)C(=O)O)F)C=C1)F